C(CC)(=O)OCCC(C)C Propanoic acid, 3-methyl-butyl ester